C1C(CC2=CC=CC=C12)NC1=NC=C(C=N1)C1=NN=C(O1)C1(CC1)C(=O)O 1-(5-(2-((2,3-dihydro-1H-inden-2-yl)amino)pyrimidin-5-yl)-1,3,4-oxadiazol-2-yl)cyclopropane-1-carboxylic acid